3-[[2-(Difluoromethoxy)-5-[3-(difluoromethyl)-4-fluoro-phenyl]-3-pyridyl]methyl]oxazolidin FC(OC1=NC=C(C=C1CN1COCC1)C1=CC(=C(C=C1)F)C(F)F)F